rac-(1s,3s)-3-((3-(4-(2-(4-methoxyphenyl)propan-2-yl)thiazol-2-yl)ureido)methyl)-N-methylcyclobutane-1-sulfonamide COC1=CC=C(C=C1)C(C)(C)C=1N=C(SC1)NC(NCC1CC(C1)S(=O)(=O)NC)=O